N1=CC=C(C=C1)\C=C\C1=CC=NC=C1 (e)-1,2-di(pyridin-4-yl)ethene